2-Bromophenyl-diphenylphosphine BrC1=C(C=CC=C1)P(C1=CC=CC=C1)C1=CC=CC=C1